C(C)(=O)N1C[C@@H]([C@@H](C1)CC)C(=O)N1[C@@H](C[C@H](C1)F)C(=O)N[C@H](C1=CC=C(C=C1)C(C)C)C1=CC=CC=C1 (2S,4R)-1-[(3R,4S)-1-acetyl-4-ethylpyrrolidine-3-carbonyl]-4-fluoro-N-[(S)-phenyl[4-(propan-2-yl)phenyl]methyl]pyrrolidine-2-carboxamide